methyl (E)-3-(3-((1S,2R,4R)-N-((3-chloro-4'-(dimethylamino)-[1,1'-biphenyl]-4-yl)methyl)bicyclo[2.2.1]heptane-2-carboxamido)phenyl)acrylate ClC=1C=C(C=CC1CN(C(=O)[C@H]1[C@H]2CC[C@@H](C1)C2)C=2C=C(C=CC2)/C=C/C(=O)OC)C2=CC=C(C=C2)N(C)C